FC=1C=C(C=O)C=CC1N1[C@@H](COCC1)C 3-fluoro-4-[(3R)-3-methylmorpholin-4-yl]benzaldehyde